O=C1NC(CCC1C=1C=C(C=CC1)N1CC2(C1)CCN(CC2)C(=O)OC(C)(C)C)=O tert-butyl 2-[3-(2,6-dioxo-3-piperidyl)phenyl]-2,7-diazaspiro[3.5]nonane-7-carboxylate